(S)-1-(4-(benzylsulfanyl)phenoxy)-3-phenylpropan-2-amine C(C1=CC=CC=C1)SC1=CC=C(OC[C@H](CC2=CC=CC=C2)N)C=C1